C1(=CC=CC=C1)P(OC1=C(C=CC=C1)[N+](=O)[O-])(OC1=C(C=CC=C1)[N+](=O)[O-])=O bis(2-nitrophenyl) phenylphosphonate